[Cl-].C(=O)(O)CNC(=O)C=1C=CC(=C(C1)N1C[C@H](CC1)[NH3+])NC(=O)C=1NC(=C(C1Cl)Cl)C (S)-1-(5-((carboxymethyl)carbamoyl)-2-(3,4-dichloro-5-methyl-1H-pyrrole-2-carboxamido)phenyl)pyrrolidin-3-aminium chloride